O=C1NC(CCC1N1C(N(C2=C1C=CC(=C2)N2CCC1(CN(C1)C(=O)OC(C)(C)C)CC2)C)=O)=O tert-butyl 7-[1-(2,6-dioxopiperidin-3-yl)-3-methyl-2-oxo-1,3-benzodiazol-5-yl]-2,7-diazaspiro[3.5]nonane-2-carboxylate